NC(C)C1(CN(CC1)C(=O)OC(C)(C)C)OC tert-butyl 3-(1-aminoethyl)-3-methoxypyrrolidine-1-carboxylate